C(#N)CNC=1C=C(C(=O)O)C=CC1[C@H]1N(CCCC1)CC1=C2C=CNC2=C(C=C1OC)C 3-[(cyanomethyl)amino]-4-[(2S)-1-[(5-methoxy-7-methyl-1H-indol-4-yl)methyl]piperidin-2-yl]benzoic acid